C(C(=C)C)(=O)OCCC[Si](C)(C)C 3-(methacryloyloxy)propyl-trimethyl-silane